O=C(/C=C/C=1C=C(C=CC1)CCC(=O)OC)C Methyl (E)-3-(3-(3-oxobut-1-en-1-yl)phenyl)propanoate